2-cyclohexyl-2-ethoxymethyl-1,3-diethoxypropane C1(CCCCC1)C(COCC)(COCC)COCC